rel-2-((3R,4R)-4-(((6-(cyclopropyl(2-fluoro-4-(1H-pyrazol-1-yl)benzyl)amino)-5-fluoropyrimidin-4-yl)amino)methyl)-3,4-dihydroxypiperidin-1-yl)acetamide C1(CC1)N(C1=C(C(=NC=N1)NC[C@]1([C@@H](CN(CC1)CC(=O)N)O)O)F)CC1=C(C=C(C=C1)N1N=CC=C1)F |o1:12,13|